N-(2-((dimethyl(oxo)-λ6-sulfaneylidene)amino)-6-(trifluoromethyl)pyridin-4-yl)-2-fluoro-8,8-dimethyl-7,8-dihydro-6H-cyclopenta[e]pyrazolo[1,5-a]pyrimidine-6-carboxamide CS(=O)(C)=NC1=NC(=CC(=C1)NC(=O)C1CC(C2=C1C=NC=1N2N=C(C1)F)(C)C)C(F)(F)F